6-(Benzylthio)-8-chloroimidazo[1,2-a]pyridine-3-carbohydrazide C(C1=CC=CC=C1)SC=1C=C(C=2N(C1)C(=CN2)C(=O)NN)Cl